ONC(=O)C(C(=O)N)CC(C)C (hydroxycarbamoyl)-4-methyl-pentanamide